N1=CC=C(C=C1)N1N=NC2=C1C=CC(=C2)C(=O)OC methyl 1-(pyridin-4-yl)-1,2,3-benzotriazole-5-carboxylate